3-hydroxy-13-methyltetradecanoic acid OC(CC(=O)O)CCCCCCCCCC(C)C